C(CCCCCCC=CCC=CCC=CCCCCC)O eicosa-8,11,14-trien-1-ol